benzyl N-[2-[[1-[4-(2,6-dioxo-3-piperidyl)-2-fluoro-phenyl]-4-piperidyl] methyl]-2,7-diazaspiro[3.5]nonan-7-yl]carbamate O=C1NC(CCC1C1=CC(=C(C=C1)N1CCC(CC1)CN1CC2(C1)CCN(CC2)NC(OCC2=CC=CC=C2)=O)F)=O